2-(4-bromo-2,5,6-trifluorophenyl)acetic acid BrC1=CC(=C(C(=C1F)F)CC(=O)O)F